3-(4-(2-(3,4-dimethoxyphenyl)-3-methyl-1H-indol-5-yl)piperidin-1-yl)propan-1-ol calcium [Ca].COC=1C=C(C=CC1OC)C=1NC2=CC=C(C=C2C1C)C1CCN(CC1)CCCO